BrC1=CC=C(C=C1)C1=CC=C(C=C1)C1=CC=CC=C1 4-bromo-[1,1':4',1'']terphenyl